C(C)(C)P(C(C)C)[C-]1C=CC=C1.[C-]1(C=CC=C1)P(C(C)C)C(C)C.[Fe+2] bis(di-iso-propyl-phosphino)ferrocene